[3-(3-isoquinolin-5-yl-1H-pyrazolo[3,4-b]pyrazin-6-yl)-7-(5-methyl-1,2-oxazol-3-yl)-3-azabicyclo[4.1.0]heptan-7-yl]methanamine C1=NC=CC2=C(C=CC=C12)C1=NNC2=NC(=CN=C21)N2CC1C(C1CC2)(C2=NOC(=C2)C)CN